ClC=1C=C(C=NC1N1N=CC=N1)NC(=O)C=1C=NN(C1C(F)(F)F)C1=CN=C(C2=CC=CC=C12)C1NC(CC1)=O N-(5-Chloro-6-(2H-1,2,3-triazol-2-yl)pyridin-3-yl)-1-(1-(5-oxopyrrolidin-2-yl)isochinolin-4-yl)-5-(trifluoromethyl)-1H-pyrazol-4-carboxamid